C(C1=CC=CC=C1)N(CCC(=O)C1=CC=CC=C1)CCOC 3-(benzyl(2-methoxyethyl)amino)-1-phenylpropan-1-one